Lithium Thionyl Chloride S(=O)(Cl)Cl.[Li]